Cl.CN(C(=O)C1=NN2C(CNCCC2)=C1)C N,N-dimethyl-5,6,7,8-tetrahydro-4H-pyrazolo[1,5-a][1,4]diazepine-2-carboxamide hydrogen chloride